BrC1=CC=C2C(=CNC2=C1)S(=O)(=O)NC1=NC=C(C(=N1)OC)CCC#N 6-bromo-N-[5-(2-cyanoethyl)-4-methoxy-pyrimidin-2-yl]-1H-indole-3-sulfonamide